(S)-75-oxo-76-(4-(3-tosyl-2-(tosylmethyl)propanoyl)benzamido)-2,5,8,11,14,17,20,23,26,29,32,35,38,41,44,47,50,53,56,59,62,65,68,71-tetracosaoxa-74-azanonaheptacontan-79-oic acid O=C(NCCOCCOCCOCCOCCOCCOCCOCCOCCOCCOCCOCCOCCOCCOCCOCCOCCOCCOCCOCCOCCOCCOCCOCCOC)[C@H](CCC(=O)O)NC(C1=CC=C(C=C1)C(C(CS(=O)(=O)C1=CC=C(C)C=C1)CS(=O)(=O)C1=CC=C(C)C=C1)=O)=O